C(C)C1=NN(C2=C1C(NCC1(CCOCC1)C2)=O)C[C@H](COC(C2=C(C=C(C=C2)Cl)C)=O)C 4-Chloro-2-methyl-benzoic acid [(2R)-3-(3-ethyl-4-oxo-spiro[6,8-dihydro-5H-pyrazolo[4,3-c]azepin-7,4'-tetrahydropyran]-1-yl)-2-methyl-propyl] ester